ClC1=C(C=C(C=C1)I)NCCC(=O)O 3-((2-chloro-5-iodophenyl)amino)propionic acid